5-(2-((tert-butoxycarbonyl)amino)propoxy)-2-methylbenzoic acid C(C)(C)(C)OC(=O)NC(COC=1C=CC(=C(C(=O)O)C1)C)C